[Cl-].[Cl-].C[Si](C1(C=C(C=C1)[Si](C)(C)C)[Zr+2]C1(C=C(C=C1)[Si](C)(C)C)[Si](C)(C)C)(C)C bis(1,3-bis(trimethylsilyl)-cyclopentadienyl)zirconium dichloride